5-(pyrazolo[1,5-a]pyridin-5-yl)-N-(2,2,2-trifluoroethyl)-7H-pyrrolo[2,3-d]pyrimidin-2-amine N1=CC=C2N1C=CC(=C2)C2=CNC=1N=C(N=CC12)NCC(F)(F)F